C(#N)C1(COC1)NS(=O)(=O)C=1C=C2C(N(C(N(C2=CC1)CC)=O)CC)=O N-(3-cyanooxetan-3-yl)-1,3-diethyl-2,4-dioxoquinazoline-6-sulfonamide